B(OC(C)C)(OC(C)C)OC(C)C tri-i-propyl borate